4-bromo-2-chloro-6-({[(2R)-1-hydroxypropan-2-yl]amino}methyl)phenol BrC1=CC(=C(C(=C1)CN[C@@H](CO)C)O)Cl